NC1=C2C(=NC=N1)N(N=C2C2=CC=C(C=C2)OC2=CC=CC=C2)C2CCN(CC2)C[C@@H]2CN(CC2)CC2CCN(CC2)C=2C=C1CN(C(C1=CC2)=O)C2C(NC(CC2)=O)=O 3-(5-(4-(((R)-3-((4-(4-amino-3-(4-phenoxyphenyl)-1H-pyrazolo[3,4-d]pyrimidin-1-yl)piperidin-1-yl)methyl)pyrrolidin-1-yl)methyl)piperidin-1-yl)-1-oxoisoindolin-2-yl)piperidine-2,6-dione